[2H]C1=C(C(=CC(=C1O)C(C([2H])([2H])[2H])(C([2H])([2H])[2H])C([2H])([2H])[2H])F)CC(=O)NC1=CC(=NC=C1)C(=O)O 4-[[2-[2-Deuterio-6-fluoro-3-hydroxy-4-[2,2,2-trideuterio-1,1-bis(trideuteriomethyl)ethyl]phenyl]acetyl]amino]pyridine-2-carboxylic acid